[N+](=O)([O-])C=1C=C(COC2=CC=C(C=C2)B2OC(C)(C)C(C)(C)O2)C=CC1 4-(3-nitrobenzyl-oxy)phenylboronic acid pinacol ester